neoheptane CCCC(C)(C)C